C(C)(C)(C)OC(=O)N1C2CC(C(C1COS(=O)(=O)C)C2)O[Si](C2=CC=CC=C2)(C2=CC=CC=C2)C(C)(C)C 5-[(tert-butyldiphenylsilyl)oxy]-3-[(methylsulfonyloxy)methyl]-2-azabicyclo[2.2.1]heptane-2-carboxylic acid tert-butyl ester